C1(CC1)C1=NN(C=C1C1=NC(=CC=C1)C1CC1)[C@@H]1C[C@H](C1)CNC=1C=C2C(N(C(C2=CC1)=O)C1C(NC(CC1)=O)=O)=O 5-(((trans-3-(3-cyclopropyl-4-(6-cyclopropylpyridin-2-yl)-1H-pyrazol-1-yl)cyclobutyl)methyl)amino)-2-(2,6-dioxopiperidin-3-yl)isoindoline-1,3-dione